tert-butyl (S)-2-(3-(benzyl(sec-butyl)amino)propanamido)-3-(thiazolo[4,5-c]pyridin-2-yl)-4,7-dihydrothieno[2,3-c]pyridine-6(5H)-carboxylate C(C1=CC=CC=C1)N(CCC(=O)NC1=C(C2=C(CN(CC2)C(=O)OC(C)(C)C)S1)C=1SC2=C(C=NC=C2)N1)[C@@H](C)CC